[N+](=O)([O-])C1=C(C=CC=C1)C1=C(N=C(O1)C1=CC=C(C=C1)OC(F)(F)F)C=O (5-(2-nitrophenyl)-2-(4-(trifluoromethoxy)phenyl)Oxazol-4-yl)methanone